tris-(α-naphthyl)phosphine C1(=CC=CC2=CC=CC=C12)P(C1=CC=CC2=CC=CC=C12)C1=CC=CC2=CC=CC=C12